C(CC1=CC=CC=C1)N1CCN(CC1)CC(=O)O 2-(4-phenethylpiperazin-1-yl)acetic acid